(17β)-3-(benzyloxy)-estra-1,3,5(10)-triene-15,16,17-triol C(C1=CC=CC=C1)OC1=CC=2CC[C@H]3[C@@H]4C(C([C@@H]([C@@]4(C)CC[C@@H]3C2C=C1)O)O)O